8-fluoro-7-[(2-methyl-3H-benzimidazol-5-yl)oxy]-2-[1-[(1-methyl-4-piperidinyl)methyl]pyrazol-4-yl]quinoxaline FC=1C(=CC=C2N=CC(=NC12)C=1C=NN(C1)CC1CCN(CC1)C)OC1=CC2=C(N=C(N2)C)C=C1